Benzyl (3S,5S)-3-((6-(2,3-difluoro-4-((phenylmethyl)sulfonamido) phenyl)-8-isopropyl-7-oxo-7,8-dihydropteridin-2-yl)amino)-5-fluoropiperidine-1-carboxylate FC1=C(C=CC(=C1F)NS(=O)(=O)CC1=CC=CC=C1)C1=NC=2C=NC(=NC2N(C1=O)C(C)C)N[C@@H]1CN(C[C@H](C1)F)C(=O)OCC1=CC=CC=C1